C(C)S(=O)(=O)C1=CC=C(CNC(C2=CC=C(C=C2)N2CCN(CCC2)CC2=CC=C(C=C2)C(F)(F)F)=O)C=C1 N-(4-(ethylsulfonyl)benzyl)-4-(4-(4-(trifluoromethyl)benzyl)-1,4-diazepan-1-yl)benzamide